amino-phenyl-amide N[N-]C1=CC=CC=C1